C(CCC)N(CCCC)[SiH2]N(CCCC)CCCC bis(dibutylamino)silane